6-bromo-8-iodoquinazolin-4(3H)-one BrC=1C=C2C(NC=NC2=C(C1)I)=O